tert-butyl N-[[([[2-(2-chloro-4-nitrophenyl)ethyl]sulfanyl]methyl)carbamoyl]methyl]carbamate ClC1=C(C=CC(=C1)[N+](=O)[O-])CCSCNC(=O)CNC(OC(C)(C)C)=O